C1(=CC=CC=2C3=CC=CC=C3C=CC12)C=1C(=C(C=2C=CC3=CC=CC=C3C2C1)C1=CC=CC=C1)C1=CC=CC=C1 phenanthrenyldiphenylphenanthrene